P(=O)(O)(O)OC[C@@H]1[C@H]([C@H]([C@@H](O1)N1C=NC=2C(=O)NC(N)=NC12)O)O.P(=O)(O)(O)O monophosphate-guanosine monophosphate